CN1CCN(CC1)C(=O)C=1C=NN2C1C=C(C=C2)C2=CNC1=NC=C(C=C12)C(F)(F)F (4-methylpiperazin-1-yl)(5-(5-(trifluoromethyl)-1H-pyrrolo[2,3-b]pyridin-3-yl)pyrazolo[1,5-a]pyridin-3-yl)methanone